(2S,5R)-7-oxo-2-(trifluoromethyl)-1,6-diazabicyclo[3.2.1]octan-6-yl hydrogen sulfate S(=O)(=O)(ON1[C@@H]2CC[C@H](N(C1=O)C2)C(F)(F)F)O